(6-bromo-8-((R)-1-methoxyethyl)imidazo[1,2-a]pyridin-2-yl)((3R,3'R)-3'-hydroxy-1,4-dihydro-2H-spiro[isoquinoline-3,4'-piperidin]-1'-yl)methanone BrC=1C=C(C=2N(C1)C=C(N2)C(=O)N2C[C@H]([C@@]1(CC2)NCC2=CC=CC=C2C1)O)[C@@H](C)OC